ClC1=CC(=C(C=C1)C(C(F)(F)F)O)[N+](=O)[O-] 1-(4-Chloro-2-nitrophenyl)-2,2,2-trifluoroethan-1-ol